tert-Butyl (S)-3-(4-(1-((S)-3-((tert-butoxycarbonyl)amino)-2-((tert-butyldimethyl-silyl) oxy)propyl)-1H-pyrazol-4-yl)phenoxy)-2-((1,3-dioxoisoindolin-2-yl)oxy)propanoate C(C)(C)(C)OC(=O)NC[C@@H](CN1N=CC(=C1)C1=CC=C(OC[C@@H](C(=O)OC(C)(C)C)ON2C(C3=CC=CC=C3C2=O)=O)C=C1)O[Si](C)(C)C(C)(C)C